(2S)-pyrrolidine-1,2-dicarboxylic acid N1([C@@H](CCC1)C(=O)O)C(=O)O